Bisstearylamid C(CCCCCCCCCCCCCCCCC)[N-]CCCCCCCCCCCCCCCCCC